2'-(1,2-ethanediyl-dioxy)bis(ethanethiol) C(COCCS)OCCS